NC1=NC(=CC(=C1)C(=O)N1CCOCC1)OC1CCC1 (2-Amino-6-cyclobutoxypyridin-4-yl)(morpholino)methanone